1-bromo-3-(1-methoxyprop-1-en-2-yl)benzene BrC1=CC(=CC=C1)C(=COC)C